2,4-diisobutylquinoline C(C(C)C)C1=NC2=CC=CC=C2C(=C1)CC(C)C